6-(((S)-tetrahydrofurane-3-yl)oxy)pyrido[2,3-d]pyrimidin-7(8H)-one O1C[C@H](CC1)OC1=CC2=C(N=CN=C2)NC1=O